NCCC[Si](C)(OC)OC (3-aminopropyl)-dimethoxy-methylsilane